[13C]([13CH2]CC)(=O)N butanamide-13C2